tert-butyl ((S)-1-((S)-2-oxopyrrolidin-3-yl)but-3-yn-2-yl)carbamate O=C1NCC[C@H]1C[C@@H](C#C)NC(OC(C)(C)C)=O